CN1C(=O)N=NC1=O N-methyl-1,2,4-triazoline-3,5-dione